5-(2-fluoro-5-methoxyphenyl)pyridazin-4-amine FC1=C(C=C(C=C1)OC)C=1C(=CN=NC1)N